1-(4-(((6-amino-5-(1-benzyl-1H-pyrazol-4-yl)pyrimidin-4-yl)amino)methyl)piperidin-1-yl)prop-2-en-1-one NC1=C(C(=NC=N1)NCC1CCN(CC1)C(C=C)=O)C=1C=NN(C1)CC1=CC=CC=C1